C(C)(C)(C)OC(NCCC[C@@H](C=1OC(=CN1)C1=CC(=CC=C1)[N+](=O)[O-])N1C(C2=CC=CC=C2C1=O)=O)=O (S)-(4-(1,3-dioxoisoindolin-2-yl)-4-(5-(3-nitrophenyl)oxazol-2-yl)butyl)carbamic acid tert-butyl ester